CN1N=CC(=C1)C=1C=C2C=C(N=CC2=CC1)NC(C1=CN=CC(=C1)NC1CCNCC1)=O N-(6-(1-Methyl-1H-pyrazol-4-yl)isoquinolin-3-yl)-5-(piperidin-4-ylamino)Nicotinamide